2-(3,5-bis(3-fluoranthenyl)phenyl)4,6-bis(3-pyridyl)-1,3,5-triazine C1=CC(=C2C=CC=C3C4=CC=CC=C4C1=C23)C=2C=C(C=C(C2)C=2C=CC=3C1=CC=CC=C1C1=CC=CC2C31)C3=NC(=NC(=N3)C=3C=NC=CC3)C=3C=NC=CC3